BrC1=C2C(=NN=C(C2=CC=C1)C1=C(C=C(C=C1)C)O)N[C@H]1CNCCC1 (R)-2-(5-bromo-4-(piperidin-3-ylamino)phthalazin-1-yl)-5-methylphenol